NC1=NNC(=C1Br)C1=C(OC[C@@H]2CN(CCC2)C(=O)OC(C)(C)C)C=CC=C1OC tert-butyl (3S)-3-[[2-(3-amino-4-bromo-1H-pyrazol-5-yl)-3-methoxy-phenoxy]methyl]piperidine-1-carboxylate